CC[C@H]([C@@H](CC)O)O (3R,4R)-3,4-hexanediol